2-cyanoethyl tetraisopropylphosphorodiamidite C(C)(C)N(P(OCCC#N)N(C(C)C)C(C)C)C(C)C